(2S)-2-amino-N-(5-(1-(5,5-difluoro-2-carbonyltetrahydropyrimidin-1(2H)-yl)-2-methoxyethyl)thiazol-2-yl)-2-((1r,4S)-4-methylcyclohexyl)acetamide hydrochloride Cl.N[C@H](C(=O)NC=1SC(=CN1)C(COC)N1C(NCC(C1)(F)F)=C=O)C1CCC(CC1)C